4-((1R,5S)-3-(7-(3-hydroxynaphthalen-1-yl)-2-((tetrahydro-1H-pyrrolizin-7a(5H)-yl)methoxy)quinazolin-4-yl)-3,8-diazabicyclo[3.2.1]octan-8-yl)-4-oxobutanoic acid OC=1C=C(C2=CC=CC=C2C1)C1=CC=C2C(=NC(=NC2=C1)OCC12CCCN2CCC1)N1C[C@H]2CC[C@@H](C1)N2C(CCC(=O)O)=O